ClCC1(CN(CCC1)CC1COC2=C(O1)C=CC=C2)C 3-chloromethyl-1-(2,3-Dihydrobenzo[1,4]dioxin-2-ylmethyl)-3-methylpiperidine